N-(5-(2-(3,3-dimethylbenzazetidin-1-yl)acetamido)-2-methylpyridin-3-yl)-2-(2-methoxypyridin-3-yl)pyrazolo[5,1-b]Thiazole-7-carboxamide CC1(C=CC=C2C1CN2CC(=O)NC=2C=C(C(=NC2)C)NC(=O)C=2C=NN1C2SC(=C1)C=1C(=NC=CC1)OC)C